N,N-Dimethyl-2,3-bis(oleoyloxy)-N-((4,4,5,5-tetramethyl-1,3,2-dioxaborolan-2-yl)methyl)propan-1-aminium bromide [Br-].C[N+](CC(COC(CCCCCCC\C=C/CCCCCCCC)=O)OC(CCCCCCC\C=C/CCCCCCCC)=O)(CB1OC(C(O1)(C)C)(C)C)C